C(C)(C)C1=C(N=CN1CCC(OC)OC)C=C1C(NCC(N1)=O)=O 6-((5-isopropyl-1-(3,3-dimethoxypropyl)-1H-imidazol-4-yl)methylene)piperazine-2,5-dione